OC[C@H]1O[C@]2(CCCO2)[C@@H]([C@H]([C@H]1O)N1N=NC(=C1)C1=CC(=C(C(=C1)F)F)F)O (5r,7r,8r,9s,10r)-7-(hydroxymethyl)-9-(4-(3,4,5-trifluorophenyl)-1H-1,2,3-triazol-1-yl)-1,6-dioxaspiro[4.5]decan-8,10-diol